C(C1=CC=CC=C1)OCC(CS)N(CC(F)(F)F)C 3-(benzyloxy)-2-(methyl(2,2,2-trifluoroethyl)amino)propane-1-thiol